C(C)(CC)N1N=C2C(N=C(N=C2NC(C)C=2C=NC3=CC=CC=C3C2)N2CCN(CC2)C(C)=O)=C1 1-{4-[2-sec-butyl-7-(1-quinolin-3-yl-ethylamino)-2H-pyrazolo[4,3-d]pyrimidin-5-yl]-piperazin-1-yl}-ethanone